(8-((2,2'-dimethyl-3'-(3-morpholinopropoxy)-[1,1'-biphenyl]-3-yl)amino)-1,7-naphthyridin-3-yl)methanol CC1=C(C=CC=C1NC=1N=CC=C2C=C(C=NC12)CO)C1=C(C(=CC=C1)OCCCN1CCOCC1)C